5-(1-azido-3-methyl-butyl)-3,3-dimethyl-tetrahydrofuran-2-one N(=[N+]=[N-])C(CC(C)C)C1CC(C(O1)=O)(C)C